chloro-3-(1-hydroxyethyl)-2-phenylquinolin-4(1H)-one ClN1C(=C(C(C2=CC=CC=C12)=O)C(C)O)C1=CC=CC=C1